NC=1C(=C(C(=O)NC2=NN=NN2C)C=CC1OC(F)(F)F)Cl 3-amino-2-chloro-N-(1-methyltetrazol-5-yl)-4-(trifluoromethoxy)benzamide